O=C1N(C(C2=CC=CC=C12)=O)C1=C(C=NN1CC)C#CCN(C(OCC1=CC=CC=C1)=O)C benzyl N-[3-[5-(1,3-dioxoisoindolin-2-yl)-1-ethyl-pyrazol-4-yl]prop-2-ynyl]-N-methyl-carbamate